potassium dioxidodioxoosmium dihydrate O.O.[O-][Os](=O)(=O)[O-].[K+].[K+]